FC=1C=C(C(=NC1)C1=CC(=CN1C)C(=O)OC)OCC1=CC(=CC(=C1)C(C)(C)O)F methyl 5-(5-fluoro-3-{[3-fluoro-5-(2-hydroxypropan-2-yl)phenyl]methoxy}pyridin-2-yl)-1-methylpyrrole-3-carboxylate